methyl 2-morpholino-5,7-dihydrofuro[3,4-b]pyridine-3-carboxylate O1CCN(CC1)C1=C(C=C2C(=N1)COC2)C(=O)OC